OC1=C(C=C(C=C1)CC1=C(C=C(OCP(O)(O)=O)C=C1C)C)C(C)C [4-[(4-hydroxy-3-propan-2-ylphenyl)methyl]-3,5-dimethylphenoxy]methylphosphonic acid